1-(2-chlorophenyl)-3,3-dimethyl-2-(1,2,4-triazol-1-ylmethyl)butan-2-ol ClC1=C(C=CC=C1)CC(C(C)(C)C)(O)CN1N=CN=C1